ethyl 2-[2-[[3-[4-(cyclopropylcarbamoyl)-3-(difluoromethoxy)-5-methoxy-phenyl]imidazo[1,2-a]pyridin-7-yl]oxymethyl]-1-piperidyl]acetate C1(CC1)NC(=O)C1=C(C=C(C=C1OC)C1=CN=C2N1C=CC(=C2)OCC2N(CCCC2)CC(=O)OCC)OC(F)F